NCCCS(=O)O 3-aminopropane-1-sulfinic acid